C(C)C(CN1C(CCC1)=O)O 2-ethyl-2-hydroxyethyl-pyrrolidone